2-(4,7-bis(2-(tert-butoxy)-2-oxoethyl)-1,4,7-triazanonyl-1-yl)acetic acid C(C)(C)(C)OC(CN(CCN=CC(=O)O)CCN(CC)CC(OC(C)(C)C)=O)=O